ClC1=CC(=NC=C1)C(=O)NC1CN(C1)C(=O)OC(C)(C)C tert-butyl 3-(4-chloropicolinamido)azetidine-1-carboxylate